CC=1C=C2/C(/C(NC2=CC1)=O)=N/NC(NC1=CC=CC=C1)=S (Z)-2-(5-methyl-2-oxoindoline-3-ylidene)-N-phenylhydrazinecarbothioamide